C(#N)C1=NC2=CC(=CC(=C2N=C1N1CC=2N(CC1)C(=NN2)C(F)(F)F)[C@@H](C)NC2=C(C(=O)O)C=CC=C2)C (R)-2-((1-(2-cyano-7-methyl-3-(3-(trifluoromethyl)-5,6-dihydro-[1,2,4]triazolo[4,3-a]pyrazin-7(8H)-yl)quinoxalin-5-yl)ethyl)amino)benzoic acid